[Si](C)(C)(C(C)(C)C)OC(CN(C(OC(C)(C)C)=O)C)COC1=CC(=CC=C1)C1=NC(=C(C(=N1)Cl)C)C=1C(=NOC1C)C tert-butyl 2-(tert-butyldimethylsilyloxy)-3-(3-(4-chloro-6-(3,5-dimethylisoxazol-4-yl)-5-methyl-pyrimidin-2-yl)phenoxy)propyl(methyl)carbamate